FC1=C(C=CC=C1)C1=NC=CC(=N1)COC1=C(C=CC=C1)C[C@@H](C(=O)OCC)O ethyl (S)-3-(2-((2-(2-fluorophenyl)pyrimidin-4-yl)methoxy)phenyl)-2-hydroxypropanoate